C(CCC)OC(C(=C)CC(=O)OCCCC)=O itaconic acid dibutylester